BrCCCCC(=O)N(CCCCCC)CCCCCC 5-bromo-N,N-dihexylvaleramide